4-[2-({[3-fluoro-1-(3-fluoro(2-pyridyl))cyclobutyl]methyl}amino)pyrimidin-5-yl]pyridine-2-carboxamide FC1CC(C1)(C1=NC=CC=C1F)CNC1=NC=C(C=N1)C1=CC(=NC=C1)C(=O)N